6-bromo-4-(4-methoxybenzyl)-3-oxo-2,3,4,8b-tetrahydrobenzo[b]cyclopropa[d]azepine-1a(1H)-carboxylic acid BrC=1C=CC2=C(N(C(CC3(C2C3)C(=O)O)=O)CC3=CC=C(C=C3)OC)C1